N7-Methylxanthosine C[N+]1=CN([C@H]2[C@H](O)[C@H](O)[C@@H](CO)O2)C=2NC(NC(C12)=O)=O